C1(CC1)NC(C(C(CC1C(NCC1)=O)NC(C(CC(C)C)NC(OC(C(C)(C)C1=CC(=CC=C1)F)C1=CC=CC=C1)=O)=O)=O)=O 2-(3-fluorophenyl)-2-methyl-1-phenylpropyl (1-((4-(cyclopropylamino)-3,4-dioxo-1-(2-oxopyrrolidin-3-yl)butan-2-yl)amino)-4-methyl-1-oxopentan-2-yl)carbamate